ClC1=NC=C(C(=N1)NC1=C(C=C(C=C1)C)N(S(=O)(=O)C)C)Cl N-(2-((2,5-dichloropyrimidin-4-yl)amino)-5-methylphenyl)-N-methylmethanesulfonamide